C(C)(C)C1=CC=C(CCSCC2=NNC(O2)=S)C=C1 5-[(4-isopropylphenethylthio)methyl]-1,3,4-oxadiazole-2(3H)-thione